3,3'-(Ethane-1,2-diylbis(5-carbamoyl-1H-benzo[d]imidazole-1,2-diyl))bis(4-(trifluoromethyl)benzo[b]thiophene-2-carboxylic acid) C(CN1C(=NC2=C1C=CC(=C2)C(N)=O)C=2C1=C(SC2C(=O)O)C=CC=C1C(F)(F)F)N1C(=NC2=C1C=CC(=C2)C(N)=O)C=2C1=C(SC2C(=O)O)C=CC=C1C(F)(F)F